tert-butyl 2-((1-((benzyloxy)carbonyl)piperidin-4-yl)oxy)-7-azaspiro[3.5]nonane-7-carboxylate C(C1=CC=CC=C1)OC(=O)N1CCC(CC1)OC1CC2(C1)CCN(CC2)C(=O)OC(C)(C)C